C(C1=CC=CC=C1)OC1=NC2=CC=C(C=C2C(=N1)C1=CC=C(C=C1)[N+](=O)[O-])OC (benzyloxy)-6-methoxy-4-(4-nitrophenyl)quinazoline